ClC=1C=C(C=CC1)[Si](C=1C=CC=2N(C3=CC=CC=C3C2C1)C1=NC=CC2=C1SC1=C2C=CC=C1)(C1=CC=CC=C1)C1=CC=CC=C1 1-{3-[(3-Chloro-phenyl)-diphenyl-silanyl]-carbazol-9-yl}-benzo[4,5]thieno[2,3-c]pyridine